OCC1[C@@H]([C@H]1C(=O)[O-])C(=O)[O-] (1S,2S,3R)-3-(hydroxymethyl)cyclopropane-1,2-dicarboxylate